N-((1r,4r)-4-(Azetidin-1-yl)cyclohexyl)-5-fluoro-4-(6-phenylimidazo[1,2-a]pyridin-3-yl)pyrimidin-2-amin N1(CCC1)C1CCC(CC1)NC1=NC=C(C(=N1)C1=CN=C2N1C=C(C=C2)C2=CC=CC=C2)F